(±)-Dimethyl (3-methyl-2-oxo-6-phenylhex-5-yn-1-yl)phosphonate C[C@@H](C(CP(OC)(OC)=O)=O)CC#CC1=CC=CC=C1 |r|